COC1=CC=C(C=C1)C=1SC(=C(N1)C)C=1C(N(N(C1C)C)C1=CC=CC=C1)=O 4-(2-(4-methoxyphenyl)-4-methylthiazol-5-yl)-1,5-dimethyl-2-phenyl-1,2-dihydro-3H-pyrazol-3-one